m-aminobenzhydrazide NC=1C=C(C(=O)NN)C=CC1